N-(3-carbamoylbicyclo[1.1.1]pentan-1-yl)-2-(4,4-difluoroazepan-1-yl)-4-methyl-5-(1-methyl-1H-pyrazol-4-yl)nicotinamide C(N)(=O)C12CC(C1)(C2)NC(C2=C(N=CC(=C2C)C=2C=NN(C2)C)N2CCC(CCC2)(F)F)=O